C(C=C)(=O)OOCC(C)OC(C=C)=O [oxy(methyl-2,1-ethanediyl)] diacrylate